ClC1=NN(C=C1C1=NC=CC(=N1)NC=1N=CC2=C(C=CC(=C2C1)C(C)C)N1[C@@H]([C@H](C1)CS(=O)(=O)C)C)[C@H]1COCC1 N-(2-(3-Chloro-1-((R)-tetrahydrofuran-3-yl)-1H-pyrazol-4-yl)pyrimidin-4-yl)-5-isopropyl-8-((2R,3S)-2-methyl-3-((methanesulfonyl)methyl)azetidin-1-yl)isoquinolin-3-amine